C(C)(C)(C)OC(=O)N1CCC2(CC1)C(C=1C(=NC=CC1)C2)=O 5-oxo-5,7-dihydro-spiro[cyclopenta[b]pyridine-6,4'-piperidine]-1'-carboxylic acid tert-butyl ester